O=C1N(C2=C(SC1)C=CC(=C2)C=2OC(=CC2)CN2CCCCC2)CN(NCCC)C(C2=CC=CC=C2)=O ((3-oxo-6-(5-(piperidin-1-ylmethyl)furan-2-yl)-2,3-dihydro-4H-benzo[b][1,4]thiazin-4-yl)methyl)-N'-propylbenzoyl-hydrazine